barium difluorine [F].[F].[Ba]